[Cl-].C(C(=C)C)(=O)N[N+](C(CCC)(CCC)CCC)(C)C methacrylamidotripropyltrimethylammonium chloride